N-[5-(2-ethylphenyl)-4-(1-methyl-6-oxopyridin-3-yl)thiophen-2-yl]ethanesulfonamide butyl-3-((1-hydroxyhexan-3-yl)thio)propanoate C(CCC)OC(CCSC(CCO)CCC)=O.C(C)C1=C(C=CC=C1)C1=C(C=C(S1)NS(=O)(=O)CC)C1=CN(C(C=C1)=O)C